C[Si](C)(C)C(O[Si](OC)(OC)CCCN)[Si](C)(C)C bis(trimethylsilyl)-3-aminopropyl-trimethoxysilane